((1,1,1-trifluoropropan-2-yl)amino)benzenesulfonamide FC(C(C)NC1=C(C=CC=C1)S(=O)(=O)N)(F)F